4-[4-(2-Cyclobutoxy-pyridin-3-yl)-2-fluoro-phenoxy]-butyric acid C1(CCC1)OC1=NC=CC=C1C1=CC(=C(OCCCC(=O)O)C=C1)F